[Si](C)(C)(C(C)(C)C)OCCN1C[C@@H](CCC1)NC=1OC=2C(=NC(=CC2OC)Cl)N1 (R)-N-(1-(2-((tert-butyldimethylsilyl)oxy)ethyl)piperidin-3-yl)-5-chloro-7-methoxyoxazolo[4,5-b]pyridin-2-amine